pinane-2,3-diol C12C(C(CC(C1(C)C)C2)O)(C)O